2-(4-(4-isopropyl-5-(8-methyl-[1,2,4]triazolo[1,5-a]pyridin-6-yl)-1H-pyrazol-3-yl)phenyl)-N-((1-methyl-1H-1,2,4-triazol-3-yl)methyl)propan-2-amine C(C)(C)C=1C(=NNC1C=1C=C(C=2N(C1)N=CN2)C)C2=CC=C(C=C2)C(C)(C)NCC2=NN(C=N2)C